methyl (2S)-aziridine-1,2-dicarboxylate N1([C@@H](C1)C(=O)[O-])C(=O)OC